N[C@H](C(=O)O)CCN(C1=CC=CC=C1)CC (S)-2-amino-4-(ethyl(phenyl)amino)butanoic acid